C(C(=C)C)(=O)OC1=C2C=CC=C3C(C=CC=4C=5C=CC=CC5CC34)=C2C=CC=C1 heptalenofluorenyl methacrylate